ClC=1C(=CC(=NC1)NC1CCOCC1)C1=CC=C2CN(C(C2=C1)=O)[C@@H](C(=O)N[C@H](CO)C1=NC(=CC=C1)C)C (2R)-2-(6-{5-chloro-2-[(oxan-4-yl)amino]pyridin-4-yl}-1-oxo-2,3-dihydro-1H-isoindol-2-yl)-N-[(1S)-2-hydroxy-1-(6-methylpyridin-2-yl)ethyl]propanamide